CC=1C(=C(C=CC1)S)C dimethyl-benzenethiol